(S)-2-((S)-1-((1,3-dioxoisoindolin-2-yl)methyl)-8-(((S)-1-(thiazole-5-carbonyl)pyrrolidin-3-yl)oxy)-1,2,3,4-tetrahydroisoquinoline-2-carbonyl)pyrrolidine-1-carboxylic acid methyl ester COC(=O)N1[C@@H](CCC1)C(=O)N1[C@@H](C2=C(C=CC=C2CC1)O[C@@H]1CN(CC1)C(=O)C1=CN=CS1)CN1C(C2=CC=CC=C2C1=O)=O